O1N=CCCCC1 4,5,6,7-Tetrahydro-1,2-oxazepine